CC1(OC2=CC=CC=C2CC1)C (4S)-2,2-dimethylchroman